N-[4-[4-[6-chloro-4-(trifluoromethyl)-2-pyridyl]piperazin-1-yl]sulfonylphenyl]-3-[(4-piperidylmethylamino)methyl]benzamide ClC1=CC(=CC(=N1)N1CCN(CC1)S(=O)(=O)C1=CC=C(C=C1)NC(C1=CC(=CC=C1)CNCC1CCNCC1)=O)C(F)(F)F